FC(C=1C(=CNC(C1)=O)C(=O)NC1=C(C=C(C(=C1)C=1C=NC(=NC1)N1[C@@H](COCC1)C)F)N1C[C@H](N(CC1)C)C)F |r| 4-(difluoromethyl)-N-[4-fluoro-2-[rac-(3R)-3,4-dimethylpiperazin-1-yl]-5-[2-[rac-(3R)-3-methylmorpholin-4-yl]pyrimidin-5-yl]phenyl]-6-oxo-1H-pyridine-3-carboxamide